F[C@H]1[C@H]([C@@H]2CN[C@H]1C2)OC2=CC=C(N=N2)C2=C(C=C(C=C2)N2C=NC=C2)O 2-(6-(((1S,4S,5S,6R)-6-fluoro-2-azabicyclo[2.2.1]heptan-5-yl)oxy)pyridazin-3-yl)-5-(1H-imidazol-1-yl)phenol